2-[4-(2-Hydroxyoctadecoxy)phenyl]acetic acid OC(COC1=CC=C(C=C1)CC(=O)O)CCCCCCCCCCCCCCCC